C(C1=CC=CC=C1)(=O)OC[C@H]1O[C@H]([C@@H](C1=C)OC(C)=O)N1N=CC=2C1=NC(=NC2N2C1CCCC2CC1)Cl ((2S,4R,5R)-5-(4-(8-azabicyclo[3.2.1]octan-8-yl)-6-chloro-1H-pyrazolo[3,4-d]pyrimidin-1-yl)-4-acetoxy-3-methylenetetrahydrofuran-2-yl)methyl benzoate